zinc ammonium salt [NH4+].[Zn+2]